BrC1=CC=CC(=N1)N(S(=O)(=O)C)S(=O)(=O)C N-(6-bromopyridin-2-yl)-N-(methylsulfonyl)methanesulfonamide